heptacosan-1-yl pentadecylate C(CCCCCCCCCCCCCC)(=O)OCCCCCCCCCCCCCCCCCCCCCCCCCCC